CN(C1CCCCC1)C(=S)NN=C(C2=CC=CC=N2)C3=CC=CC=N3 di-2-pyridylketone 4-cyclohexyl-4-methyl-3-thiosemicarbazone